C1(CC1)C1=NN(C=N1)S(=O)(=O)C1=C(C=C(C=C1)[N+](=O)[O-])C 3-cyclopropyl-1-(2-methyl-4-nitrobenzenesulfonyl)-1,2,4-triazole